1-pentynyl-4-methylthiazole C(#CCCC)S1C=NC(=C1)C